(R)-1-(difluoromethyl)-4-fluoro-N'-((2,4,5,6-tetrahydro-1H-cyclobuta[f]inden-3-yl)carbamoyl)-1H-pyrazole-3-sulfonimidamide FC(N1N=C(C(=C1)F)[S@@](=O)(N)=NC(NC1=C2C(=CC=3CCCC13)CC2)=O)F